C(#N)C1=C(N=C(S1)N(C=1C(=NN2C1CC(C(C2)F)N2CCN(CC2)C(C(=O)O)([2H])[2H])CC)C([2H])([2H])[2H])C2=CC=C(C=C2)F 2-(4-(3-((5-cyano-4-(4-fluorophenyl)thiazol-2-yl)(methyl-d3)amino)-2-ethyl-6-fluoropyrazolo[1,5-a]Piperidin-5-yl)piperazin-1-yl)acetic acid-2,2-d2